C(CCCC)C1SCC(N1)C(=O)O 2-pentylthiazolidine-4-carboxylic acid